2-methoxycarbonylphenylboronic acid pinacol ester COC(=O)C1=C(C=CC=C1)B1OC(C)(C)C(C)(C)O1